[N+](=O)([O-])C1=CC=C(CN2N=C(N=C2N)NC2=NC=CC=C2)C=C1 1-(4-nitrobenzyl)-N3-(pyridin-2-yl)-1H-1,2,4-triazole-3,5-diamine